ClC1=C(CC=2C(OC3=CC(=CC=C3C2C)OCCOC=2C(=[N+](ON2)[O-])S(=O)(=O)C2=CC=CC=C2)=O)C=CC=C1 4-(2-(3-(2-chlorobenzyl)-4-methyl-2-oxo-2H-chromen-7-yloxy)ethoxy)-3-(benzenesulfonyl)-1,2,5-oxadiazole-2-oxide